4-methyl-N'-[(4Z)-7-{5H,6H,7H,8H,9H-[1,2,4]triazolo[4,3-a]azepin-3-yl}-2,3-dihydro-1-benzopyran-4-ylidene]benzenesulfonohydrazide CC1=CC=C(C=C1)S(=O)(=O)N\N=C/1\CCOC2=C1C=CC(=C2)C2=NN=C1N2CCCCC1